(2S,3S)-2-amino-3-phenyl-butanoic acid N[C@H](C(=O)O)[C@@H](C)C1=CC=CC=C1